[N+](=O)([O-])C1=C(C=CC=C1)C1=C(N=C(O1)C1=CC=C(C=C1)C(F)(F)F)C(=O)N1CCN(CC1)C(=O)OCCN(C)C 2-(dimethylamino)ethyl 4-(5-(2-nitrophenyl)-2-(4-(trifluoromethyl)phenyl)oxazole-4-carbonyl)piperazine-1-Carboxylate